N-benzyl-bromoquinoline C(C1=CC=CC=C1)N1C(C=CC2=CC=CC=C12)Br